phenyl (4-(4-chloro-3-(1-methylcyclopropyl)phenyl)-but-3-yn-2-yl)-carbamate ClC1=C(C=C(C=C1)C#CC(C)NC(OC1=CC=CC=C1)=O)C1(CC1)C